BrC1=CC=C(C=C1)C1=CC=C(C=C1)N(C1=CC=CC=C1)C1=CC=C(C=C1)C1=CC=CC=C1 4-Bromo-4'-{(biphenyl-4-yl)-phenylamino}-biphenyl